methyl (2S,4R)-4-((tert-butyldiphenylsilyl)oxy)-5-(2-(methoxycarbonyl)hydrazineyl)-3,4-dihydro-2H-pyrrole-2-carboxylate [Si](C1=CC=CC=C1)(C1=CC=CC=C1)(C(C)(C)C)O[C@@H]1C[C@H](N=C1NNC(=O)OC)C(=O)OC